ClC1=C(C(=CC=C1)F)NC(=O)C1=CC(=C(C=C1O[C@H](C(F)(F)F)C)N1N=CN(C1=O)C)F 1-(4-[(2-Chloro-6-fluorophenyl)carbamoyl]-2-fluoro-5-{[(2S)-1,1,1-trifluoropropan-2-yl]oxy}phenyl)-4-methyl-5-oxo-4,5-dihydro-1H-1,2,4-triazol